2-chloro-4-((4-(1-methyl-4-(trifluoromethyl)-1H-imidazol-2-yl)benzyl)oxy)pyrrolo[2,1-f][1,2,4]triazine ClC1=NN2C(C(=N1)OCC1=CC=C(C=C1)C=1N(C=C(N1)C(F)(F)F)C)=CC=C2